N(=C=O)C1=C(C(=CC(=C1C(C)(C)C)C)N=C=O)O 2,6-diisocyanatotert-butyl-4-methylphenol